2-morpholinoacetic acid methyl ester COC(CN1CCOCC1)=O